2-({[3-chloro-1-(2,6-difluorophenyl)-6-methyl-2-oxo-1,2-dihydropyridin-4-yl]oxy}methyl)-5-fluorobenzylcarbamate ClC=1C(N(C(=CC1OCC1=C(CNC([O-])=O)C=C(C=C1)F)C)C1=C(C=CC=C1F)F)=O